O=C1NC(CCC1C=1C=CC(=NC1)N1CCC(CC1)N(C(=O)C1=CC=C(C(=O)O)C=C1)C)=O 4-((1-(5-(2,6-dioxopiperidin-3-yl)pyridin-2-yl)piperidin-4-yl)(methyl)carbamoyl)benzoic acid